N-[4-(2-oxo-6-{4-[4-(propan-2-yl)piperazin-1-yl]phenyl}-1,2-dihydro-quinolin-3-yl)phenyl]acetamide 4-Aminophenyl-4-amino-2-methylbenzoate NC1=CC=C(C=C1)OC(C1=C(C=C(C=C1)N)C)=O.O=C1NC2=CC=C(C=C2C=C1C1=CC=C(C=C1)NC(C)=O)C1=CC=C(C=C1)N1CCN(CC1)C(C)C